(5Z)-5-(1H-Indazol-5-ylmethylene)-2-[[(1R,2R)-2-methoxycyclopentyl]amino]-3-methyl-imidazol-4-one N1N=CC2=CC(=CC=C12)\C=C/1\C(N(C(=N1)N[C@H]1[C@@H](CCC1)OC)C)=O